N-((1-(4-cyano-3-trifluoromethylphenyl)-4-methyl-1H-pyrazol-3-yl)methyl)-4-cyanobenzamide C(#N)C1=C(C=C(C=C1)N1N=C(C(=C1)C)CNC(C1=CC=C(C=C1)C#N)=O)C(F)(F)F